tert-butyl N-[[4-cyano-1-[4-(pentafluoro-λ6-sulfaneyl)phenyl]indazol-3-yl]methyl]carbamate C(#N)C1=C2C(=NN(C2=CC=C1)C1=CC=C(C=C1)S(F)(F)(F)(F)F)CNC(OC(C)(C)C)=O